COC1=CC=C(C=C1)C1=CC=C(C=C1)SC1=C(N=NN1)C(=O)O 5-((4'-methoxy-[1,1'-biphenyl]-4-yl)thio)-1H-1,2,3-triazole-4-carboxylic acid